ClC1=C(C=CC=N1)[C@@H]1[C@H](C1)C(F)(F)F 6-chloro-5-((1S,2S)-2-(trifluoromethyl)cyclopropyl)pyridine